The molecule is an organophosphate oxoanion arising from deprotonation of the triphosphate OH groups of TNP-ATP. It derives from an ATP(4-). It is a conjugate base of a TNP-ATP. C1=C(C2(C(=CC1=[N+]([O-])[O-])[N+](=O)[O-])O[C@@H]3[C@H](O[C@H]([C@@H]3O2)N4C=NC5=C(N=CN=C54)N)COP(=O)([O-])OP(=O)([O-])OP(=O)([O-])[O-])[N+](=O)[O-]